tri-n-pentyl aconitate C(C=C(C(=O)OCCCCC)CC(=O)OCCCCC)(=O)OCCCCC